C(C)(C)(C)[Si](C)(C)OC1CC(C1)C#C tert-butyl-((1S,3S)-3-ethynyl-cyclobutoxy)dimethylsilane